FC(OC(CCCOC1=C(C=CC=C1)CCC1=CC(=CC=C1)OC(F)(F)F)N(C)CF)F (difluoromethoxy)-N-(fluoromethyl)-N-methyl-4-(2-(3-(trifluoromethoxy)phenethyl)phenoxy)butan-1-amine